C(CCCCCCCCCCC)NC(N[C@H]1CN(C[C@@H]1OC)C(=O)C1=CC=C(C(=O)N2C[C@H]([C@@H](C2)C(=O)N[C@@H]2[C@H](C2)C2=CC=CC=C2)C(=O)N[C@@H]2[C@H](C2)C2=CC=CC=C2)C=C1)=O (3S,4S)-1-(4-((3S,4S)-3-(3-dodecylureido)-4-methoxypyrrolidine-1-carbonyl)benzoyl)-N3,N4-bis((1S,2R)-2-phenylcyclopropyl)pyrrolidine-3,4-dicarboxamide